ClC1=C(C=CC(=C1)F)C1N=C(NC(=C1C(=O)O[C@@H](C(=O)OC(C)C)C)C)C=1SC=CN1 (R)-1-isopropoxy-1-oxopropan-2-yl 4-(2-chloro-4-fluorophenyl)-6-methyl-2-(thiazol-2-yl)-1,4-dihydropyrimidine-5-carboxylate